methyl N-methyl-N-[[3-methyl-4-[5-[2-[(1-methylsulfonylpiperidin-4-yl)amino]-5-(trifluoromethyl)pyrimidin-4-yl]-1,3-thiazol-2-yl]phenyl]methyl]carbamate CN(C(OC)=O)CC1=CC(=C(C=C1)C=1SC(=CN1)C1=NC(=NC=C1C(F)(F)F)NC1CCN(CC1)S(=O)(=O)C)C